3-chlorobenzyl ((2S)-3-cyclohexyl-1-(((2S)-1-(diethoxyphosphoryl)-5-((2-ethoxyethyl)(methyl)amino)-1-hydroxy-5-oxopentan-2-yl)amino)-1-oxopropan-2-yl)carbamate C1(CCCCC1)C[C@@H](C(=O)N[C@H](C(O)P(=O)(OCC)OCC)CCC(=O)N(C)CCOCC)NC(OCC1=CC(=CC=C1)Cl)=O